5,6,7,8-tetramethyl-1,4-naphthoquinone CC1=C2C(C=CC(C2=C(C(=C1C)C)C)=O)=O